O=C1NC(CCC1C=1C=CC(=NC1)N1CCN(CC1)C(=O)OC(C)(C)C)=O tert-butyl 4-[5-(2,6-dioxo-3-piperidyl)-2-pyridyl]piperazine-1-carboxylate